3-fluoro-4-((2s,4s)-2-(hydroxymethyl)-6,9-dioxo-5-(4-(trifluoro-methyl)benzyl)-5,8-diazaspiro[3.5]nonan-8-yl)benzonitrile FC=1C=C(C#N)C=CC1N1CC(N(C2(CC(C2)CO)C1=O)CC1=CC=C(C=C1)C(F)(F)F)=O